6'-[1,6-hexanediylbis(iminocarbonylimino)]bis-hexanoic acid C(CCCCCNC(=O)NCCCCCC(=O)O)NC(=O)NCCCCCC(=O)O